[C@H](C)(CC)[C@@H]1N=C(C2=C(N(C1=O)CCC#N)C=CC(=C2)Cl)C2=CC=CC=C2 3-((S)-3-((S)-sec-butyl)-7-chloro-2-oxo-5-phenyl-2,3-dihydro-1H-benzo[e][1,4]diazepin-1-yl)propionitrile